(S)-N-(2,2-difluoro-1-(1-neopentyl-6-(2-(trifluoromethyl)pyridin-3-yl)-1H-indol-3-yl)ethyl)cyclobutane-1-sulfonamide-3,3-d2 FC([C@H](C1=CN(C2=CC(=CC=C12)C=1C(=NC=CC1)C(F)(F)F)CC(C)(C)C)NS(=O)(=O)C1CC(C1)([2H])[2H])F